C[C@H]1OCCN(C1)C1=CC(NC(=N1)N1[C@H](CCCCC1)CC1=CSC=C1)=O 6-((R)-2-methylmorpholino)-2-((R)-2-(thiophen-3-ylmethyl)azepan-1-yl)pyrimidin-4(3H)-one